[Cl-].[NH2+]1CCOCC1 morpholin-4-ium chlorid